N2-(2-methoxy-4-(4-methyl-4H-1,2,4-triazol-3-yl)phenyl)-6-methyl-N8-((tetrahydro-2H-pyran-4-yl)methyl)pyrido[3,4-d]pyrimidine-2,8-diamine COC1=C(C=CC(=C1)C1=NN=CN1C)NC=1N=CC2=C(N1)C(=NC(=C2)C)NCC2CCOCC2